methylarachidate COC(CCCCCCCCCCCCCCCCCCC)=O